5-(8-fluoroimidazo[1,2-a]pyridin-6-yl)-N-(2-oxaspiro[3.5]nonan-7-yl)-7H-pyrrolo[2,3-d]pyrimidin-2-amine FC=1C=2N(C=C(C1)C1=CNC=3N=C(N=CC31)NC3CCC1(COC1)CC3)C=CN2